N-[4-(4-carbamimidoyl-piperazin-1-yl)-3-fluoro-phenyl]-4-(1-carbamimidoyl-1,2,3,6-tetrahydro-pyridin-4-yl)-3-fluoro-benzamide C(N)(=N)N1CCN(CC1)C1=C(C=C(C=C1)NC(C1=CC(=C(C=C1)C=1CCN(CC1)C(N)=N)F)=O)F